C(#N)C(C(=O)NC(OCC)=O)=NNC1=CC(=C(C(=C1)Cl)OC=1C=C2CCN(C(C2=CC1)=O)C=1C=NC=CC1)Cl ethyl (2-cyano-2-(2-(3,5-dichloro-4-((1-oxo-2-(pyridin-3-yl)-1,2,3,4-tetrahydroisoquinolin-6-yl)oxy)phenyl)hydrazono) acetyl)carbamate